CC(C(=O)OCCCOC1=CC(OC2=CC=CC=C12)=O)=C 3-[(2-oxo-2H-chromen-4-yl)oxy]propyl 2-methylprop-2-enoate